FC1=C(C=CC(=C1)I)CCC(=O)O 3-(2-fluoro-4-iodo-phenyl)propanoic acid